benzyl (3R,5S)-3-((5-(6-(hydroxymethyl)pyridin-2-yl)-1-((2-(trimethylsilyl) ethoxy)methyl)-1H-pyrrolo[2,3-b]pyridin-4-yl)amino)-5-methylpiperidine-1-carboxylate OCC1=CC=CC(=N1)C=1C(=C2C(=NC1)N(C=C2)COCC[Si](C)(C)C)N[C@H]2CN(C[C@H](C2)C)C(=O)OCC2=CC=CC=C2